C[C@]12CC[C@H]3[C@H]([C@@H]1[C@H]([C@H]([C@@H]2O)O)O)CCC4=C3C=CC(=C4)O The molecule is a 3-hydroxy steroid that is 17beta-estradiol which has been substituted at the 15alpha and 16alpha positions by two additional hydroxy groups. It is a natural estrogen produced exclusively during pregnancy by the fetal liver. It has a role as an estrogen, an estrogen receptor agonist, a human metabolite, a human xenobiotic metabolite and an oral contraceptive. It is a 3-hydroxy steroid, a 17beta-hydroxy steroid, a 16alpha-hydroxy steroid, a 15alpha-hydroxy steroid and a steroid hormone. It derives from a hydride of an estrane.